COC1=CC=C(CN(C(OC(C)(C)C)=O)[C@@H]2C[C@H]3[C@H](C(OC3)=O)C2)C=C1 |r| (±)-tert-butyl (4-methoxybenzyl)((3aS,5R,6aR)-1-oxohexahydro-1H-cyclopenta[c]furan-5-yl)carbamate